N[C@@H]1C2=CC=CC=C2CC12CCN(CC2)C=2NC(C1=C(N2)NN=C1C1(CC1)C1=C(C(=NC=C1)N1CCC1)Cl)=O (S)-6-(1-amino-1,3-dihydrospiro[indene-2,4'-piperidine]-1'-yl)-3-(1-(2-(azetidin-1-yl)-3-chloropyridin-4-yl)cyclopropyl)-1,5-dihydro-4H-pyrazolo[3,4-d]pyrimidin-4-one